F[C@@]1(C=2C=CC=NC2[C@H](CC1)O)C(=O)NCCOC1=CC=CC=C1 (5S,8S)-5-Fluoro-8-hydroxy-N-(2-phenoxyethyl)-5,6,7,8-tetrahydrochinolin-5-carboxamid